citrulline benzoate C(C1=CC=CC=C1)(=O)O.N[C@@H](CCCNC(=O)N)C(=O)O